7-methyl-2-((7-methylquinolin-6-yl)amino)-9-(tetrahydro-2H-pyran-4-yl)-7,9-dihydro-8H-purin-8-one CN1C(N(C2=NC(=NC=C12)NC=1C=C2C=CC=NC2=CC1C)C1CCOCC1)=O